[N+](=O)([O-])C=1C=C(C=CC1NC1CCN(CC1)CC(F)(F)F)S(=O)(=O)NC(C1=C(C=CC=C1)OC=1C=C2C(=NC1)NC=C2)=O N-[(3-nitro-4-{[1-(2,2,2-trifluoroethyl)piperidin-4-yl]amino}phenyl)sulfonyl]-2-(1H-pyrrolo[2,3-b]pyridin-5-yloxy)benzamide